2-amino-1-(3-hydroxy-2,6-dimethyl-phenyl)-5,6-dimethyl-pyrrolo[2,3-b]pyridine-3-carboxamide NC1=C(C=2C(=NC(=C(C2)C)C)N1C1=C(C(=CC=C1C)O)C)C(=O)N